NCC=1C(=C(C=CC1)C1=CC(=CC(=C1)N1CCC2(CC2)CC1)COC1=C(C=CC(=C1)F)CC(=O)O)F 2-(2-((3'-(aminomethyl)-2'-fluoro-5-(6-azaspiro[2.5]octane-6-yl)-[1,1'-biphenyl]-3-yl)methoxy)-4-fluorophenyl)acetic acid